6-(1-methylcyclopropoxy)-1H-pyrrolo[3,2-b]pyridine CC1(CC1)OC=1C=C2C(=NC1)C=CN2